2-(2-(cyclopropanesulfonylamino)pyrimidin-4-yl)-N-(2-fluoro-4-(5-isopropoxypyridin-3-yl)phenyl)butyramide C1(CC1)S(=O)(=O)NC1=NC=CC(=N1)C(C(=O)NC1=C(C=C(C=C1)C=1C=NC=C(C1)OC(C)C)F)CC